C(CCC)NC1=NC(=C2N=CN(C2=N1)CC=1C=NC(=CC1)Cl)N N2-butyl-9-((6-chloropyridin-3-yl)methyl)-9H-purine-2,6-diamine